CN1C(=O)N(C(=O)C(C1=O)C)C.[Ca] calcium 1,3,5-trimethylbarbiturate